C(C)OC(=O)C=1NC(=C(C1)O[C@@H](C)C1=CC=CC=C1)C(NC)=O.COC=1C=C2C(=CNC2=CC1)C1C(CCCC1)=O 2-[5-methoxy-(3-indolyl)]cyclohexanone Ethyl-(S)-5-(methylcarbamoyl)-4-(1-phenylethoxy)-1H-pyrrole-2-carboxylate